Allyl 5-((1R)-fluoro((((S)-1-(neopentyloxy)-1-oxopropan-2-yl)amino)(phenoxy)phosphoryl)methyl)benzo[b]thiophene-2-carboxylate F[C@@H](C1=CC2=C(SC(=C2)C(=O)OCC=C)C=C1)P(=O)(OC1=CC=CC=C1)N[C@H](C(=O)OCC(C)(C)C)C